1-((5-bromo-3-chlorothien-2-yl)methyl)pyrrolidin-2-one tert-butyl-2-amino-6,7-dihydropyrazolo[1,5-a]pyrazine-5(4H)-carboxylate C(C)(C)(C)OC(=O)N1CC=2N(CC1)N=C(C2)N.BrC2=CC(=C(S2)CN2C(CCC2)=O)Cl